2-(benzyloxycarbonylamino)-3-(2,2-dimethylcyclopropyl)propanoic acid C(C1=CC=CC=C1)OC(=O)NC(C(=O)O)CC1C(C1)(C)C